tert-butyl-(S)-(1-(4-(4-methylthiazol-5-yl)phenyl)ethyl)formamide C(C)(C)(C)N(C=O)[C@@H](C)C1=CC=C(C=C1)C1=C(N=CS1)C